COC1=C(CN2N=CC=3C2=NC(=CC3C(C)(C)O)N3[C@@H](COCC3)C)C=CC(=C1)OC (R)-2-(1-(2,4-dimethoxybenzyl)-6-(3-methylmorpholino)-1H-pyrazolo[3,4-b]pyridin-4-yl)propan-2-ol